(R)-3-(3,4-difluoro-2-methoxyphenyl)-4-hydroxy-5-methyl-5-(trifluoromethyl)furan-2(5H)-one FC=1C(=C(C=CC1F)C=1C(O[C@](C1O)(C(F)(F)F)C)=O)OC